C(C)(C)C1=C(NC2=CC=C(C=C12)C=1NC(=NN1)C1CCN(CC1)CC(=O)N(C)C)C1=CC(=NC=C1)C 2-(4-(5-(3-isopropyl-2-(2-methylpyridin-4-yl)-1H-indol-5-yl)-4H-1,2,4-triazol-3-yl)piperidin-1-yl)-N,N-dimethylacetamide